N[C@H](C)C1=CC=C2C(=N1)N(C(=C2)C2=NC1=C(N2C2CC2)C(=CC(=C1)C(=O)OC)OC)CC(C=C)(F)F methyl (R)-2-(6-(1-aminoethyl)-1-(2,2-difluorobut-3-en-1-yl)-1H-pyrrolo[2,3-b]pyridin-2-yl)-1-cyclopropyl-7-methoxy-1H-benzo[d]imidazole-5-carboxylate